CN1C2(C(OCC1)CCCC2)C2=CC=CC=C2 4-Methyl-4a-phenyloctahydro-2H-benzo[b][1,4]oxazine